(R)-4-(4-fluorophenyl)-N-((1-isobutylpyrrolidin-3-yl)methyl)-3,4-dihydroquinoxaline-1(2H)-carboxamide FC1=CC=C(C=C1)N1CCN(C2=CC=CC=C12)C(=O)NC[C@@H]1CN(CC1)CC(C)C